tert-butyl N-[1-(cinnolin-5-yl) piperidin-4-yl]-N-cyclopropylcarbamate N1=NC=CC2=C(C=CC=C12)N1CCC(CC1)N(C(OC(C)(C)C)=O)C1CC1